C12(CC3CC(CC(C1)C3)C2)C(=O)[O-] 1-adamantaneate